CN(C1=C(C=C(C=C1)C=1C(=NC(=NC1)NC=1C=NN(C1)C)NC=1C=C(C=CC1F)NC(C=C)=O)F)C N-(3-((5-(4-(dimethylamino)-3-fluorophenyl)-2-((1-methyl-1H-pyrazol-4-yl)amino)pyrimidin-4-yl)amino)-4-fluorophenyl)acrylamide